C(CCCCC(=O)OCC(COC(CCCCC(=O)OCC\C=C/CCCCC)=O)(CO)COC(=O)C12CCCC(CC1)C2)(=O)OCC\C=C/CCCCC O6-[2-(bicyclo[3.2.1]octane-1-carbonyloxymethyl)-2-(hydroxymethyl)-3-[6-[(Z)-non-3-enoxy]-6-oxo-hexanoyl]oxy-propyl] O1-[(Z)-non-3-enyl] hexanedioate